ClC=C(F)F 1-chloro-2,2-difluoroethylene